tert-butyl N-[2-[tert-butyl(dimethyl)silyl]oxyethyl]-N-[[2-methyl-4-[1-tetrahydropyran-2-yl-3-(2-triisopropylsilylethynyl)indazol-5-yl]pyrazol-3-yl]methyl]carbamate [Si](C)(C)(C(C)(C)C)OCCN(C(OC(C)(C)C)=O)CC=1N(N=CC1C=1C=C2C(=NN(C2=CC1)C1OCCCC1)C#C[Si](C(C)C)(C(C)C)C(C)C)C